5-(AMINOMETHYL)-4-CYCLOPROPOXYPICOLINALDEHYDE NCC=1C(=CC(=NC1)C=O)OC1CC1